(R)-2-(6-(2-(2,3-dimethylbenzyl)-2H-tetrazol-5-yl)pyridin-2-yl)-2-hydroxypropane-1-sulfonamide CC1=C(CN2N=C(N=N2)C2=CC=CC(=N2)[C@@](CS(=O)(=O)N)(C)O)C=CC=C1C